ClC1=C(C=NN1[C@@H]1[C@H](CN(CC1)C1COC1)F)NC1=NC2=CC(=CC=C2C=N1)N1C(OC[C@@H]1C)=O (4S)-3-[2-({5-chloro-1-[(3S,4S)-3-fluoro-1-(oxetan-3-yl)piperidin-4-yl]-1H-pyrazol-4-yl}amino)quinazolin-7-yl]-4-methyl-1,3-oxazolidin-2-one